O=C1OC2=C(N1)C=CC(=C2)NC(OC)=O methyl (2-oxo-2,3-dihydrobenzo[d]oxazol-6-yl)carbamate